O(C1=CC=CC=C1)C=1C=C(OCC=2NC(NC2)=O)C=CC1 4-[(3-Phenoxyphenoxy)methyl]1,3-dihydroimidazol-2-one